6,7-difluoro-1,2-dimethyl-5-[2-(trimethylsilyl)ethynyl]-1,3-Benzodiazole FC=1C(=CC2=C(N(C(=N2)C)C)C1F)C#C[Si](C)(C)C